BrC1=CC=C2C(=C(C=NC2=C1)N)NCC1=CC=C(C=C1)OC 7-bromo-N4-(4-methoxybenzyl)quinoline-3,4-diamine